CC(CC(=O)[O-])CC(C)(C)C 3,5,5-trimethylhexanate